N-[(1R)-1-[3-(2-hydroxyethylcarbamoyl)phenyl]ethyl]-2-methyl-5-(4-methylpiperazin-1-yl)benzamide OCCNC(=O)C=1C=C(C=CC1)[C@@H](C)NC(C1=C(C=CC(=C1)N1CCN(CC1)C)C)=O